FC(O[C@H]1C[C@H](C1)C=1N=NN(C1)C12CC(C1)(C2)NC(OC(C)(C)C)=O)(F)F tert-butyl (3-{4-[cis-3-(trifluoromethoxy)cyclobutyl]-1H-1,2,3-triazol-1-yl}bicyclo[1.1.1]pentan-1-yl)carbamate